tertiary butylaminoethyl-silane tert-Butyl-4-(5-bromo-4-fluoro-3-methyl-1H-indol-1-yl)piperidine-1-carboxylate C(C)(C)(C)OC(=O)N1CCC(CC1)N1C=C(C2=C(C(=CC=C12)Br)F)C.C(C)(C)(C)NCC[SiH3]